C(C1=CC=CC=C1)OCC1(CCC(CC1)C)C(=O)O 1-((benzyloxy)methyl)-4-methylcyclohexane-1-carboxylic acid